C(C)C1=CN=C2N1C=C(C=N2)C=2C=CN1N=C(N=CC12)NC1CCC(CC1)(O)C (1s,4s)-4-((5-(3-ethylimidazo[1,2-a]pyrimidin-6-yl)pyrrolo[2,1-f][1,2,4]triazin-2-yl)amino)-1-methylcyclohexane-1-ol